C(C)OC(COC1=NC(=C(C=C1Cl)F)N1C(N(C(=CC1=O)C(F)(F)F)C)=O)=O 2-[[3-chloro-5-fluoro-6-[3-methyl-2,6-dioxo-4-(trifluoromethyl)pyrimidin-1-yl]-2-pyridinyl]oxy]acetic acid ethyl ester